C(C1=CC=CC=C1)OCN1N=CC(=C1)C=1C=C2C(=NC1)NN=C2N2[C@H](C[C@@H](C2)F)C2=C(C=CC(=C2)F)F 5-(1-((benzyloxy)methyl)-1H-pyrazol-4-yl)-3-((2R,4S)-2-(2,5-difluorophenyl)-4-fluoropyrrolidin-1-yl)-1H-pyrazolo[3,4-b]pyridine